C(C)C=1C=C(NC=2C=3N(C=CN2)C(=CN3)C=3C(=NN(C3)CC#N)C(F)(F)F)C=CC1C(=O)N1CCNCC1 2-[4-[8-[3-ethyl-4-(piperazine-1-carbonyl)anilino]imidazo[1,2-a]pyrazin-3-yl]-3-(trifluoromethyl)pyrazol-1-yl]acetonitrile